BrC1=CC(=C(C(=C1)OC[C@@H]1CNCCC1)C1=CC(=NN1)NC=1N=CC(=NC1)C#N)OC (S)-5-((5-(4-bromo-2-methoxy-6-(piperidin-3-ylmethoxy)phenyl)-1H-pyrazol-3-yl)amino)pyrazine-2-carbonitrile